N(=[N+]=[N-])CCCCOC1=CC2=C(C(=C1)OC)[C@]1([C@]([C@@H]([C@H]3NC(O[C@H]31)=O)C3=CC=CC=C3)(O2)C2=CC=C(C=C2)OC)O |r| rac-(3aR,4R,4aR,9bS,9cR)-7-(4-azidobutoxy)-9b-hydroxy-9-methoxy-4a-(4-methoxyphenyl)-4-phenyl-3,3a,4,4a,9b,9c-hexahydro-2H-benzofuro[3',2':3,4]cyclopenta[1,2-d]oxazol-2-one